2-fluoro-N-(1-(5-fluoro-1H-indol-3-yl)propan-2-yl)-2-methylpropan-1-amine FC(CNC(CC1=CNC2=CC=C(C=C12)F)C)(C)C